Racemic-6-(tert-butyl)-2-oxo-6,7-dihydro-2H-benzofuro[2,3-a]quinolizine-3-carboxylic acid C(C)(C)(C)[C@H]1CC2=C(C3=CC(C(=CN13)C(=O)O)=O)OC1=C2C=CC=C1 |r|